[(1S)-1-[2-(6-carbamoylpyrimidin-4-yl)-1,2,4-triazol-3-yl]ethyl]ammonium chloride [Cl-].C(N)(=O)C1=CC(=NC=N1)N1N=CN=C1[C@H](C)[NH3+]